3-bromo-4-methyl-9,10-dihydro-5H-pyrano[2,3-c][1,5]naphthyridin-6(8H)-one BrC1=CN=C2C3=C(C(NC2=C1C)=O)OCCC3